BrC1=CN(C=2C1=NC(=CC2)OC)COCC[Si](C)(C)C 2-[(3-bromo-5-methoxy-pyrrolo[3,2-b]pyridin-1-yl)methoxy]ethyl-trimethyl-silane